OC1=C(C(=CC(=C1)C(F)(F)F)C)C1=CC=C(N=N1)N1[C@@H]2[C@@H](OCC1)CCN(C2)C(C)=O 1-[(4aS,8aS)-4-[6-[2-hydroxy-6-methyl-4-(trifluoromethyl)phenyl]pyridazin-3-yl]-3,4a,5,7,8,8a-hexahydro-2H-pyrido[4,3-b][1,4]oxazin-6-yl]ethanone